2-[(5-chloro-2-pyridyl)amino]-2-oxoacetate monohydrochloride Cl.ClC=1C=CC(=NC1)NC(C(=O)O)=O